CC1=CC=CC(=N1)N1N=CC2=CC(=CC=C12)C(=O)O 1-(6-methylpyridin-2-yl)-1H-indazole-5-carboxylic acid